NC1=NC=NN2C1=C(C=C2C[C@H](C=C)NS(=O)C(C)(C)C)C=2C=NC1=CC=CC=C1C2 N-((R)-1-(4-amino-5-(quinolin-3-yl)pyrrolo[2,1-f][1,2,4]triazin-7-yl)but-3-en-2-yl)-2-methylpropane-2-sulfinamide